[4-(benzyloxy)-3-chlorophenyl]boronic acid C(C1=CC=CC=C1)OC1=C(C=C(C=C1)B(O)O)Cl